4'-phenoxy-stilbene O(C1=CC=CC=C1)C1=CC=C(C=CC2=CC=CC=C2)C=C1